2-[[(3S)-3-methylpiperidin-1-yl]methyl]-1H-pyrrol C[C@@H]1CN(CCC1)CC=1NC=CC1